dimethyl-N,N'-bis(phenyldimethylsilyl)ethylenediamine CN(CCN([Si](C)(C)C1=CC=CC=C1)C)[Si](C)(C)C1=CC=CC=C1